4-(((cis)-2-hydroxycyclopentyl)amino)-3-methoxy-N-(5-(5-methyl-1H-pyrazol-1-yl)-1,3,4-thiadiazol-2-yl)-2-oxo-2H-pyran-6-carboxamide O[C@@H]1[C@@H](CCC1)NC1=C(C(OC(=C1)C(=O)NC=1SC(=NN1)N1N=CC=C1C)=O)OC